Trin-octylamine C(CCCCCCC)N(CCCCCCCC)CCCCCCCC